ClC1=CC=C(N(C)[C@H]2[C@H](CN(CC2)C(=O)OC(C)(C)C)C)C=C1 tert-Butyl (3S,4R)-4-(4-chloro-N-methyl-anilino)-3-methyl-piperidine-1-carboxylate